FC1=C(C=CC(=C1F)C=1C=NNC1)N1CCC(CC1)CN1C(CCCC1)=O 1-((1-(2,3-difluoro-4-(1H-pyrazol-4-yl)phenyl)piperidin-4-yl)methyl)piperidin-2-one